diamino-5,5'-diphenoxybenzophenone NC=1C(=C(C(=O)C2=CC=CC(=C2)OC2=CC=CC=C2)C=C(C1)OC1=CC=CC=C1)N